BrC=1C=C(C=2N(C1)N=CC2C#N)C=2C=NC(=CC2)N(C)[C@@H](C)C=2C=NC(=CC2)N2N=CC(=C2)F (S)-6-bromo-4-(6-((1-(6-(4-fluoro-1H-pyrazol-1-yl)pyridin-3-yl)ethyl)(methyl)amino)pyridin-3-yl)pyrazolo[1,5-a]pyridine-3-carbonitrile